[2-(4-pyridyl)ethyl]-DL-penicillamine N1=CC=C(C=C1)CCN[C@@H](C(C)(C)S)C(=O)O |r|